CC1=CC2=C(NC(=N2)CCNCCC=2SC=3N=CN=C(C3N2)NCC2=NC=CC=C2F)C=C1C 2-(2-{[2-(5,6-dimethyl-1H-1,3-benzodiazol-2-yl)ethyl]amino}ethyl)-N-[(3-fluoropyridin-2-yl)methyl]-[1,3]thiazolo[5,4-d]pyrimidin-7-amine